OC1=C(C=C(C=C1)CCCCCCOC(C(=C)C)=O)N1N=C2C(=N1)C=CC=C2 2-[2-hydroxy-5-(methacryloyloxyhexyl)phenyl]-2H-benzotriazole